ethyl 2-(1H-pyrazolo[3,4-b]pyridin-1-yl)pyrazolo[5,1-b]thiazole-7-carboxylate N1(N=CC=2C1=NC=CC2)C2=CN1C(S2)=C(C=N1)C(=O)OCC